4-(4-chlorophenyl)piperidine-1-sulfonyl chloride ClC1=CC=C(C=C1)C1CCN(CC1)S(=O)(=O)Cl